2-(diethylamino)-N-(2,4-dimethylphenyl)acetamide C(C)N(CC(=O)NC1=C(C=C(C=C1)C)C)CC